C(C(C)C)C1=NN(C(=C1)C(=O)NC(C(=O)O)\C=C\C(C)(C)C)C (E)-2-(3-isobutyl-1-methyl-5-pyrazolylcarbonyl-amino)-5,5-dimethyl-3-hexenoic acid